N-((1r,4r)-4-((2,2,2-Trifluoroethyl)carbamoyl)cyclohexyl)-5,6-dihydrobenzo[f]imidazo[1,5-d][1,4]oxazepine-10-carboxamide FC(CNC(=O)C1CCC(CC1)NC(=O)C=1C=CC2=C(C=3N(CCO2)C=NC3)C1)(F)F